methyl-1-propenylsilyl acrylate C(C=C)(=O)O[SiH](C=CC)C